2-(3-(3-(but-1-yn-1-yl)-4-fluorophenyl)-5-(cyclopropylmethyl)-4-(3-fluoro-4-sulfamoylbenzyl)-1H-pyrazol-1-yl)thiazole-4-carboxylic acid C(#CCC)C=1C=C(C=CC1F)C1=NN(C(=C1CC1=CC(=C(C=C1)S(N)(=O)=O)F)CC1CC1)C=1SC=C(N1)C(=O)O